C1(CC1)N1C(=NC2=C1C=C(C=C2C)C2=CC=C(C=C2)CN2CCC(CC2)N2CCCC2)C2=CC=C(C=C2)S(=O)(=O)C cyclopropyl-4-methyl-2-(4-(methylsulfonyl)phenyl)-6-(4-((4-(pyrrolidin-1-yl)piperidin-1-yl)methyl)phenyl)-1H-benzo[d]imidazole